5-(pyridine-3-yl)-1,2-dihydro-3H-pyrrole N1=CC(=CC=C1)C1=CCCN1